FC(CN1N=C(C=C1)C=1SC=C(N1)C(=O)OCC)F ethyl 2-[1-(2,2-difluoroethyl)pyrazol-3-yl]thiazole-4-carboxylate